(E)-1-(4-methoxyphenyl)-3-(p-tolylamino)prop-2-en-1-one COC1=CC=C(C=C1)C(\C=C\NC1=CC=C(C=C1)C)=O